C(#N)C1=CC=C(CNC(=O)C2=NN(C=3C(N(CCC32)CC3(CC3)S(=O)(=O)C)=O)CC(C)(C)O)C=C1 N-(4-Cyanobenzyl)-1-(2-hydroxy-2-methylpropyl)-6-((1-(methylsulfonyl)cyclopropyl)methyl)-7-oxo-4,5,6,7-tetrahydro-1H-pyrazolo[3,4-c]pyridine-3-carboxamide